C(C)CCCCOC(C(C(C(=O)O)C(C)C)(C#N)C(C)C)=O 2,3-diisopropyl-2-cyano-butanedioic acid-1-ethyl-4-n-butyl ester